tert-Butyl (6-(benzyloxy)-2-(7-fluoro-1-(tetrahydro-2H-pyran-2-yl)-1H-indazole-4-carbonyl)-5-methylpyridin-3-yl)carbamate C(C1=CC=CC=C1)OC1=C(C=C(C(=N1)C(=O)C=1C=2C=NN(C2C(=CC1)F)C1OCCCC1)NC(OC(C)(C)C)=O)C